8-isopropoxy-N-(1-methyl-1H-pyrazol-3-yl)-2-((1R,4S)-1-methyl-2-oxabicyclo[2.2.1]heptan-4-yl)imidazo[1,2-a]pyrazine-6-carboxamide C(C)(C)OC=1C=2N(C=C(N1)C(=O)NC1=NN(C=C1)C)C=C(N2)[C@]21CO[C@](CC2)(C1)C